C(C1=CC=CC=C1)OC(=O)N(CC[C@H]1N(CCC1)C(=O)OC(C)(C)C)C tert-butyl (S)-2-(2-(((benzyloxy)carbonyl)(methyl)amino)ethyl)pyrrolidine-1-carboxylate